2-(1-phenyl-1H-benzo[d]imidazol-2-yl)-3,4,5,6-tetrakis(3-phenyl-9H-carbazol-9-yl)benzonitrile C1(=CC=CC=C1)N1C(=NC2=C1C=CC=C2)C2=C(C#N)C(=C(C(=C2N2C1=CC=CC=C1C=1C=C(C=CC21)C2=CC=CC=C2)N2C1=CC=CC=C1C=1C=C(C=CC21)C2=CC=CC=C2)N2C1=CC=CC=C1C=1C=C(C=CC21)C2=CC=CC=C2)N2C1=CC=CC=C1C=1C=C(C=CC21)C2=CC=CC=C2